3-(isoquinolin-4-yl)-1-neopentyl-2-oxoimidazoline-4-carbonitrile C1=NC=C(C2=CC=CC=C12)N1C(N(CC1C#N)CC(C)(C)C)=O